C(C)(=O)OCCCCP(=O)(OC)OC1=C(C(=CC(=C1)CCCCC)OP(=O)(OC)CCCCOC(C)=O)C1C(CCC(=C1)C)C(=C)C 4-(((6-(((4-acetoxybutyl)(methoxy)phosphoryl)oxy)-5'-methyl-4-pentyl-2'-(prop-1-en-2-yl)-1',2',3',4'-tetrahydro-[1,1'-biphenyl]-2-yl)oxy)(methoxy)phosphoryl)butyl acetate